C1(CC1)C=1N=CC2=C3C(=CC(=C2C1)S(NCC(C)C)(=O)=O)CCC3NC(=S)NC=3C=NC=C(C3)F 1-[3-cyclopropyl-5-(isobutylsulfamoyl)-8,9-dihydro-7H-cyclopenta[h]isoquinolin-9-yl]-3-(5-fluoro-3-pyridyl)thiourea